OC1(C(=C(C(O1)=C=O)C(=O)NOC)C=1NC2=C(C=CC=C2C1)C)CCCCC 5-hydroxy-N-methoxy-4-(7-methyl-1H-indol-2-yl)-2-carbonyl-5-pentyl-2,5-dihydrofuran-3-carboxamide